ClC=1C=C(C(=NC1)OC)S(=O)(=O)NC1=C(C(=C(C=C1)F)C=1C=CC=2N(C1)C=NC2C2=NC=C(N2)CO)F 5-chloro-N-(2,4-difluoro-3-[1-[4-(hydroxymethyl)-3H-imidazol-2-yl]imidazo[1,5-a]pyridin-6-yl]phenyl)-2-methoxypyridine-3-sulfonamide